N-(2-(3-Methyl-phenyl)-5-methyl-pyrimidin-4-yl)-1H-pyrazolo[3,4-b]pyridin-5-amine CC=1C=C(C=CC1)C1=NC=C(C(=N1)NC=1C=C2C(=NC1)NN=C2)C